C(C)(C)(C)OC(CC[C@@H](C(=O)N)N1C(C2=CC(=CC(=C2C1)O)F)=O)=O (S)-5-amino-4-(6-fluoro-4-hydroxy-1-oxoisoindolin-2-yl)-5-oxopentanoic acid tert-butyl ester